COC(C1=CC(=C(C=C1)OC(F)F)C#CC=1C=NC=C(C1)F)=O 4-(difluoromethoxy)-3-[(5-fluoropyridin-3-yl)ethynyl]benzoic acid methyl ester